1,2,3,4,5-PENTAMETHYLBENZIMIDAZOLIUM C[N+]1=C(N(C2=C1C=CC(=C2C)C)C)C